N-[2-(2,4-dichlorophenyl)2-methoxy-1-methylethyl]-3-(difluoro-methyl)-1-methyl-1H-pyrazole-4-carboxamide ClC1=C(C=CC(=C1)Cl)C(C(C)NC(=O)C=1C(=NN(C1)C)C(F)F)OC